(5-Amino-1-(4-(trifluoromethyl)phenyl)-1H-indol-3-yl)methanol NC=1C=C2C(=CN(C2=CC1)C1=CC=C(C=C1)C(F)(F)F)CO